4-(2,2-dimethylpropyl-1,1-d2)-5-(methyl-d3)-2-(7-(4,4,5,5-tetramethyl-1,3,2-dioxaborolan-2-yl)dibenzo[b,d]furan-4-yl)pyridine CC(C([2H])([2H])C1=CC(=NC=C1C([2H])([2H])[2H])C1=CC=CC2=C1OC1=C2C=CC(=C1)B1OC(C(O1)(C)C)(C)C)(C)C